C(=O)([O-])[C@H](O)[C@@H](O)C(=O)[O-] (R,R)-tartrate